benzyl (1-(2,5-dimethoxy-4-(4,4,4-trifluorobutyl)phenyl)butan-2-yl)carbamate COC1=C(C=C(C(=C1)CCCC(F)(F)F)OC)CC(CC)NC(OCC1=CC=CC=C1)=O